NC=1NC(C=2C(=NC=NC2)N1)=O 2-aminopyrimido[4,5-d]pyrimidin-4(3H)-one